N-(cis-4-tert-butylcyclohexyl)-3,5-bis-[cis-4-tert-pentylcyclohexylcarbonyl-amino]-benzamide C(C)(C)(C)[C@H]1CC[C@H](CC1)NC(C1=CC(=CC(=C1)NC(=O)[C@@H]1CC[C@@H](CC1)C(C)(C)CC)NC(=O)[C@@H]1CC[C@@H](CC1)C(C)(C)CC)=O